Cl.Cl.N[C@@H](CCCCN)C(=O)O.N[C@@H](CCCCN)C(=O)O.N[C@@H](CCCCN)C(=O)O trilysine dihydrochloride